CN(CCC[Si](OCC)(OCC)C)C [3-(dimethylamino)propyl]methyldiethoxysilane